(S)-6-amino-2'-(((2R,7aS)-2-fluorotetrahydro-1H-pyrrolizin-7a(5H)-yl)methoxy)-4'-(1,4-oxazepan-4-yl)-5',8'-dihydrospiro[isochromane-4,7'-pyrano[4,3-d]pyrimidine]-5-carbonitrile NC1=C(C2=C(C=C1)COC[C@]21CC=2N=C(N=C(C2CO1)N1CCOCCC1)OC[C@]12CCCN2C[C@@H](C1)F)C#N